6-chloro-3-iodo-1-(benzenesulfonyl)-1H-pyrrolo[2,3-b]Pyridine ClC1=CC=C2C(=N1)N(C=C2I)S(=O)(=O)C2=CC=CC=C2